2-((tert-butoxycarbonyl)((1R,2S)-2-hydroxy-1,2-diphenylethyl)amino)acetate C(C)(C)(C)OC(=O)N(CC(=O)[O-])[C@@H]([C@H](C1=CC=CC=C1)O)C1=CC=CC=C1